(E)-3-cyclopropylprop-2-en-1-ol C1(CC1)/C=C/CO